4-({1',2'-dihydrospiro[cyclopentane-1,3'-pyrrolo[3,2-c]pyridin]-1'-yl}sulfonyl)-N,N-dimethyl-benzene-1-sulfonamide N1(CC2(C=3C=NC=CC31)CCCC2)S(=O)(=O)C2=CC=C(C=C2)S(=O)(=O)N(C)C